2-propyl-1H-imidazole-5-carboxylic acid methyl ester COC(=O)C1=CN=C(N1)CCC